CC1=C(C=CC=2NC(=NC21)CN(CCCCN)C2CCCC=1C=CC=NC21)C N1-(4,5-dimethyl-1H-benzoimidazol-2-ylmethyl)-N1-(5,6,7,8-tetrahydro-quinolin-8-yl)-butane-1,4-diamine